2-imino-3-(1-methyl-1H-benzo[d]imidazol-4-yl)thiazolidin-4-one tert-butyl-N-[6-bromo-2-(4,4-dimethylcyclohexen-1-yl)-3-pyridyl]-N-tert-butoxycarbonyl-carbamate C(C)(C)(C)OC(N(C(=O)OC(C)(C)C)C=1C(=NC(=CC1)Br)C1=CCC(CC1)(C)C)=O.N=C1SCC(N1C1=CC=CC=2N(C=NC21)C)=O